O1C(OCC1)C1CCN(CC1)C1=CC=C(C(=O)O)C=C1 4-(4-(1,3-dioxolan-2-yl)piperidin-1-yl)benzoic acid